ClC1=C(C=NC(=C1)OC)N1C[C@@H](N(CC1)C(=O)OC(C)(C)C)C tert-butyl (2S)-4-(4-chloro-6-methoxypyridin-3-yl)-2-methylpiperazine-1-carboxylate